Methyl ((6-(difluoromethoxy)-2-(3'-(6-methoxy-5-(((S)-3-methylpyrrolidin-1-yl)methyl)pyridin-2-yl)-2,2'-dimethyl-[1,1'-biphenyl]-3-yl)benzo[d]oxazol-5-yl)methyl)-L-prolinate FC(OC1=CC2=C(N=C(O2)C=2C(=C(C=CC2)C2=C(C(=CC=C2)C2=NC(=C(C=C2)CN2C[C@H](CC2)C)OC)C)C)C=C1CN1[C@@H](CCC1)C(=O)OC)F